BrC(C(C(C1=CC=CC=C1)C1=C(C=CC=C1)SC1=C(C=CC=C1)C(C(C(=C)Br)(F)F)C1=CC=CC=C1)(F)F)=C 3-bromo-2,2-difluoro-1-phenylbut-3-en-1-ylphenyl sulfide